(1R,5S)-8-(3-methoxyphenethyl)-8-azabicyclo[3.2.1]octane COC=1C=C(CCN2[C@@H]3CCC[C@H]2CC3)C=CC1